BrC=1C=C(C=C2C(N(C(=NC12)N1CC(CC1)(C)C)C)=O)C 8-bromo-2-(3,3-dimethylpyrrolidin-1-yl)-3,6-dimethylquinazolin-4(3H)-one